COC=1C=C2C(=C(C(NC2=C(C1)C)=O)C)C 6-methoxy-3,4,8-trimethylquinolin-2(1H)-one